O(B1OCC2=C1C=CC(=C2)F)B2OCC1=C2C=CC(=C1)F 1,1'-oxybis(5-fluoro-1,3-dihydrobenzo[c][1,2]oxaborole)